(R)-N-(1-(3-(5-((1,3-dimethylazetidin-3-yl)(hydroxy)(4-isopropylphenyl)methyl)pyridin-3-yl)-1,2,4-oxadiazol-5-yl)cyclopropyl)-N-methylacetamide-d3 CN1CC(C1)(C)[C@@](C=1C=C(C=NC1)C1=NOC(=N1)C1(CC1)N(C(C([2H])([2H])[2H])=O)C)(C1=CC=C(C=C1)C(C)C)O